2-Isoindolin-2-yl-6-methyl-4-oxo-chromen C1N(CC2=CC=CC=C12)C=1OC2=CC=C(C=C2C(C1)=O)C